CS(=O)(=O)OCC1=NC=NC(=C1)C1C(NC(CC1)=O)=O (6-(2,6-dioxopiperidin-3-yl)pyrimidin-4-yl)methyl methanesulfonate